C(C)OC=1C=C(C=CC1C=1NC(C2=C(N1)NN=N2)=O)C2=CC(=CC=C2)O[C@H](C(=O)O)C (S)-2-((3'-ethoxy-4'-(7-oxo-6,7-dihydro-3H-[1,2,3]triazolo[4,5-d]pyrimidin-5-yl)-[1,1'-biphenyl]-3-yl)oxy)propanoic acid